N-(1-Benzyl-piperidin-4-ylmethyl)-3-[6-(2,3-dihydro-benzo[1,4]dioxin-5-yl)-2-methoxy-pyridin-3-ylamino]-benzamide C(C1=CC=CC=C1)N1CCC(CC1)CNC(C1=CC(=CC=C1)NC=1C(=NC(=CC1)C1=CC=CC=2OCCOC21)OC)=O